S1C2=C(C=C1)C=CC(=C2)C=2C=CC(=C(C2)NC2=NC=NC1=CC(=C(C=C21)OC2CCN(CC2)C(C=C)=O)OC)OC 1-(4-((4-((5-(benzo[b]thiophen-6-yl)-2-methoxyphenyl)amino)-7-methoxy-quinazolin-6-yl)oxy)piperidin-1-yl)prop-2-en-1-one